tert-butyl (1R,5S)-2-(2-((7-chloro-8-fluoro-2-(methylthio)-4-oxo-3,4-dihydropyrido[4,3-d]pyrimidin-5-yl)oxy)propan-2-yl)-3,8-diazabicyclo[3.2.1]octane-8-carboxylate ClC1=C(C=2N=C(NC(C2C(=N1)OC(C)(C)C1[C@H]2CC[C@@H](CN1)N2C(=O)OC(C)(C)C)=O)SC)F